C=1(C(=CC=C2C3=CC=CC=C3CC12)C=CC(=O)O)C=CC(=O)O.CC1CC(C1)(C1=NN=CN1C)C=1C=C(N)C=CC1 3-((1r,3r)-3-methyl-1-(4-methyl-4H-1,2,4-triazol-3-yl)cyclobutyl)aniline fluorenediacrylate